ClC1=NC(=CC(=C1)C1(CC(C1)=C)C=1N(C(=NN1)S)C)Cl 5-(1-(2,6-dichloropyridin-4-yl)-3-methylenecyclobutyl)-4-methyl-4H-1,2,4-triazole-3-thiol